CN(C1=CC=C(C2=CC=CC=C12)C1=C(C(=O)C2=CC=CC=C2)C=CC=C1)C [4-(dimethylamino)-1-naphthyl]benzophenone